[OH-].COCCCN1C(=[N+](C=C1)CCCOC)C 1,3-bis(3-methoxypropyl)-2-methylimidazolium hydroxide